C(C)C1=NC(=CC=C1N1C[C@H](CCC1)CC(=O)OCC)C=1N=NN(C1CO)C ethyl 2-[(3R)-1-{2-ethyl-6-[5-(hydroxymethyl)-1-methyl-1H-1,2,3-triazol-4-yl]pyridin-3-yl}piperidin-3-yl]acetate